6-bromo-2-chloro-7-Methoxy-3-methylquinoline BrC=1C=C2C=C(C(=NC2=CC1OC)Cl)C